ClC=1C(=CC(=C(C1)N1C(NCC1)=O)OC)OC (5-chloro-2,4-dimethoxyphenyl)imidazolidin-2-one